NC1=NC=C(C=C1O[C@@H](C)C=1C=C(C=CC1)NC(C1=C(C=CC(=C1)Cl)Cl)=O)Cl (S)-N-(3-(1-((2-amino-5-chloropyridin-3-yl)oxy)ethyl)-phenyl)-2,5-dichlorobenzamide